2-methyl-4-phenyl-1,5,6,7-tetrahydro-s-indacen-1-ide CC=1[CH-]C2=CC=3CCCC3C(=C2C1)C1=CC=CC=C1